3-(octahydroindolizin-7-yl)-2-s-butyl-1H-indole C1CCN2CCC(CC12)C1=C(NC2=CC=CC=C12)C(C)CC